4,4-dimethoxy-3-(2-methylallyl)tetrahydro-2H-pyran-3-ol COC1(C(COCC1)(O)CC(=C)C)OC